CN1N=C(C=C1S(=O)(=O)Cl)C 2,5-dimethylpyrazole-3-sulfonyl chloride